CC1(OB(OC1(C)C)C=1C=C(C=CC1)C(C)=O)C 1-(3-(4,4,5,5-tetramethyl-1,3,2-dioxaborolan-2-yl)phenyl)ethanone